C(C)(C)(C)OC(CCCCCCCCCCCCCCCCCCC(=O)Cl)=O.[Cl-].C(=O)(O)CCCCCCCCCCCCCCCCCCC(=O)OC(C(=O)OC1CC2CCC(C1)[N+]21CCCC1)(C1=CC=CC=C1)C1=CC=CC=C1 3-(2-((19-carboxynonadecanoyl)oxy)-2,2-diphenylacetoxy)spiro[bicyclo[3.2.1]octane-8,1'-pyrrolidin]-8-ium chloride tert-Butyl-20-chloro-20-oxoicosanoate